Cl.ClC=1C=CC(=C(OCC(=O)O)C1)CN1CCNCC1 2-(5-chloro-2-(piperazin-1-ylmethyl)phenoxy)acetic acid hydrochloride